tert-butyl (6S)-6-[3-[3-[[7-(methoxymethyl)imidazo[1,2-a]pyridine-3-carbonyl]amino]-4-methyl-phenyl]-1,2,4-oxadiazol-5-yl]-5-azaspiro[2.4]heptane-5-carboxylate COCC1=CC=2N(C=C1)C(=CN2)C(=O)NC=2C=C(C=CC2C)C2=NOC(=N2)[C@H]2N(CC1(CC1)C2)C(=O)OC(C)(C)C